1-((2R,3R,4S,5S)-4-((tert-butyldimethylsilyl)oxy)-5-(iodomethyl)-3-methoxytetrahydrofuran-2-yl)pyrimidine-2,4(1H,3H)-dione [Si](C)(C)(C(C)(C)C)O[C@H]1[C@H]([C@@H](O[C@@H]1CI)N1C(NC(C=C1)=O)=O)OC